C(C)OCCCOC(CC(C(=O)OCC(=O)O)=C)=O ((4-(3-ethoxypropoxy)-2-methylene-4-oxobutanoyl)oxy)acetic acid